tert-butyl(3-((tert-butyldimethylsilyl)oxy)propyl)(2-(2,2,2-trifluoroacetamido)ethyl)carbamate C(C)(C)(C)OC(N(CCNC(C(F)(F)F)=O)CCCO[Si](C)(C)C(C)(C)C)=O